(S)-2-((1-(2-cyano-3-(4,4-difluoropiperidin-1-yl)-7-fluoroquinoxalin-5-yl)ethyl)amino)benzoic acid C(#N)C1=NC2=CC(=CC(=C2N=C1N1CCC(CC1)(F)F)[C@H](C)NC1=C(C(=O)O)C=CC=C1)F